C(C)(C)[Sn](C(C)C)(C(C)C)C(C)C tetraisopropyl-tin